2,5-dioxopyrrolidin-1-yl N2,N6-bis((benzyloxy)carbonyl)-L-lysinate C(C1=CC=CC=C1)OC(=O)N[C@@H](CCCCNC(=O)OCC1=CC=CC=C1)C(=O)ON1C(CCC1=O)=O